OC1=CC=C(C=C1)C(C)(C)C1=CC=C(OCC2=NC(=NC=C2)NS(=O)(=O)C)C=C1 N-(4-((4-(2-(4-hydroxyphenyl)propane-2-yl)phenoxy)methyl)pyrimidin-2-yl)methanesulfonamide